FC=1C2=C(C(=NC1NC[C@H](COC)NC(OC(C)(C)C)=O)NC=1C=C(C=CC1)C)C(NC2)=O (R)-tert-Butyl 1-(7-fluoro-3-oxo-4-(m-tolylamino)-2,3-dihydro-1H-pyrrolo[3,4-c]pyridin-6-ylamino)-3-methoxypropan-2-ylcarbamate